2-(3-methyltetrahydrofuran-3-yl)-6-(trifluoromethyl)pyridine-2,3-diamine CC1(COCC1)C1(NC(=CC=C1N)C(F)(F)F)N